FC=1C=CC(=C(C1)NC(=O)NC1=CC(=CC=C1)SC)CCO 1-[5-fluoro-2-(2-hydroxyethyl)phenyl]-3-(3-methylsulphanylphenyl)urea